ICCCCC=C 6-iodohex-1-ene